(R)-1-ethyl-4-fluoro-N'-((3-(3-fluorophenyl)-2-(trifluoromethyl)-6,7-dihydro-5H-cyclopenta[b]pyridin-4-yl)carbamoyl)-1H-pyrazole-3-sulfonimidamide C(C)N1N=C(C(=C1)F)[S@@](=O)(N)=NC(NC1=C2C(=NC(=C1C1=CC(=CC=C1)F)C(F)(F)F)CCC2)=O